(S)-1-(4-bromo-2,3-difluorophenyl)-5-(((tert-butyldimethylsilyl)oxy)methyl)pyrrolidin-2-one BrC1=C(C(=C(C=C1)N1C(CC[C@H]1CO[Si](C)(C)C(C)(C)C)=O)F)F